4-(5-ethoxypyridin-3-yl)naphthalen C(C)OC=1C=C(C=NC1)C1=CC=CC2=CC=CC=C12